(R)-N-((5-(1,4-dimethyl-1H-pyrazol-5-yl)pyridin-2-yl)methyl)-5,6,7,8-tetrahydroquinolin-8-amine CN1N=CC(=C1C=1C=CC(=NC1)CN[C@@H]1CCCC=2C=CC=NC12)C